Cl.NC(C(=O)[C@@]1(CCOCCC1)NC(=O)[C@H]1N(C[C@H](C1)N1N=NC=C1C(C)(C)O)C([C@@H](CC1CCCCC1)N)=O)=O |o1:5| (2S,4S)-N-((R or S)-4-(2-amino-2-oxoacetyl)oxepan-4-yl)-1-((R)-2-amino-3-cyclohexylpropionyl)-4-(5-(2-hydroxypropan-2-yl)-1H-1,2,3-triazol-1-yl)pyrrolidine-2-carboxamide hydrochloride